NCC(=S)N1CCN(CC1)C(C)C 2-amino-1-(4-isopropylpiperazin-1-yl)ethane-1-thione